ClC1=C(C(=O)N(C)C)C=CC(=C1)NC1=NC=C(C(=N1)N[C@H](CO)C1=CC=CC=C1)C1=NC=NN1 2-chloro-4-[[4-[[(1S)-2-hydroxy-1-phenyl-ethyl]amino]-5-(1H-1,2,4-triazol-5-yl)pyrimidin-2-yl]amino]-N,N-dimethyl-benzamide